2-((4-methoxyphenyl)sulfinyl)-1-(5-(5-(trifluoromethyl)-1,2,4-oxadiazol-3-yl)pyridin-2-yl)ethan-1-one COC1=CC=C(C=C1)S(=O)CC(=O)C1=NC=C(C=C1)C1=NOC(=N1)C(F)(F)F